3-(Hydroxymethyl)-3-methyl-cyclobutanone OCC1(CC(C1)=O)C